ClC1=C2CCCC3(CC=4N=C(N=C(C4CO3)N3CCOCCC3)S(=O)(=O)C)C2=CC(=C1)NC(OC(C)(C)C)=O tert-butyl (5-chloro-2'-(methylsulfonyl)-4'-(1,4-oxazepan-4-yl)-3,4,5',8'-tetrahydro-2H-spiro[naphthalene-1,7'-pyrano[4,3-d]pyrimidin]-7-yl)carbamate